ClC1=C(C=CC(=C1N=C=O)N=C=O)F 2-chloro-1-fluoro-4-isocyanato(isocyanato)-benzene